2-(3-(2-(2-Aminoethoxy)ethoxy)propanamido)-N-(4-bromo-5-methylthiazol-2-yl)benzamide NCCOCCOCCC(=O)NC1=C(C(=O)NC=2SC(=C(N2)Br)C)C=CC=C1